(R)-6-(6-ethoxypyridin-3-yl)-N-(1-(2-fluoro-5-methoxyphenyl)ethoxy-2,2,2-d3)pyrazine-2-carboxamide C(C)OC1=CC=C(C=N1)C1=CN=CC(=N1)C(=O)NO[C@H](C([2H])([2H])[2H])C1=C(C=CC(=C1)OC)F